N(=[N+]=[N-])CCN1C(=NC=C1)C1=NN2C(C(=N1)O)=C(C(=C2)C2=NN(C=C2)C)C (1-(2-azidoethyl)-1H-imidazol-2-yl)-5-methyl-6-(1-methyl-1H-pyrazol-3-yl)pyrrolo[2,1-f][1,2,4]triazin-4-ol